methyl 4-amino-5-methyl-pyridine-3-carboxylate NC1=C(C=NC=C1C)C(=O)OC